ClC=1C(=C(C(=CC1)OC)C=1C(=C(C(=O)NC2=C(C=CC(=C2)F)N2[C@H]3CN([C@@H](C2)C3)C(=O)OC(C)(C)C)C=CN1)F)F tert-butyl (1R,4R)-5-(2-(2-(3-chloro-2-fluoro-6-methoxyphenyl)-3-fluoroisonicotinamido)-4-fluorophenyl)-2,5-diazabicyclo[2.2.1]heptane-2-carboxylate